CC1=CC=C(C=C1)S(=O)(=O)OCCOCCOCCOCCOCCOCCC(N[C@@H](C(C)(C)C)C(=O)N1[C@@H](C[C@H](C1)O)C(NCC1=CC=C(C=C1)C1=C(N=CS1)C)=O)=O (S)-20-((2S,4R)-4-hydroxy-2-((4-(4-methylthiazol-5-yl)benzyl)carbamoyl)pyrrolidine-1-carbonyl)-21,21-dimethyl-18-oxo-3,6,9,12,15-pentaoxa-19-azadocosyl 4-methylbenzenesulfonate